tert-butyl (2-bromopropanoyl)(2-chloro-1-(3,5-difluorobenzyl)-1H-imidazol-4-yl)carbamate BrC(C(=O)N(C(OC(C)(C)C)=O)C=1N=C(N(C1)CC1=CC(=CC(=C1)F)F)Cl)C